P(=O)(OCCOC(C=C)=O)([O-])[O-] 2-acryloyloxyethyl phosphate